Methyl N-(2-(4-(6-azidohexanamido)piperidin-1-yl)thiazole-4-carbonyl)-O-(tert-butyldimethylsilyl)-L-serinate N(=[N+]=[N-])CCCCCC(=O)NC1CCN(CC1)C=1SC=C(N1)C(=O)N[C@@H](CO[Si](C)(C)C(C)(C)C)C(=O)OC